6,8-difluoro-2-phenyl-1,2,3,4-tetrahydroquinoline FC=1C=C2CCC(NC2=C(C1)F)C1=CC=CC=C1